CC(CC)(C)C1=C(OCC(=O)O)C=CC(=C1)C(CC)(C)C.C1(=CCCCC1)CC[Si](OCC)(OCC)OCC Cyclohexenylethyl-triethoxysilane 2,4-bis(1,1-dimethylpropyl)phenoxyacetate